4-(4-((5-Chloro-6-(2H-1,2,3-triazol-2-yl)pyridin-3-yl)carbamoyl)-5-(trifluoromethyl)-1H-pyrazol-1-yl)isochinolin-1-carboxamid ClC=1C=C(C=NC1N1N=CC=N1)NC(=O)C=1C=NN(C1C(F)(F)F)C1=CN=C(C2=CC=CC=C12)C(=O)N